tert-butyl 3-((8-((tert-butoxycarbonyl)((S)-1-phenylethyl)amino)-3-isopropylimidazo[1,2-a]pyrazin-6-yl)thio)piperidine-1-carboxylate C(C)(C)(C)OC(=O)N(C=1C=2N(C=C(N1)SC1CN(CCC1)C(=O)OC(C)(C)C)C(=CN2)C(C)C)[C@@H](C)C2=CC=CC=C2